6-[7-[4-fluoro-2-(2-methoxyethoxy)phenyl]-6-[3-(prop-2-enylamino)phenyl]thieno[3,2-c]pyridin-4-yl]-3,4-dihydro-1H-isoquinoline-2-carboxylic acid tert-butyl ester C(C)(C)(C)OC(=O)N1CC2=CC=C(C=C2CC1)C1=NC(=C(C2=C1C=CS2)C2=C(C=C(C=C2)F)OCCOC)C2=CC(=CC=C2)NCC=C